Aluminum myristoyl glutamate N[C@@H](CCC(=O)[O-])C(=O)OC(CCCCCCCCCCCCC)=O.[Al+3].C(CCCCCCCCCCCCC)(=O)OC([C@@H](N)CCC(=O)[O-])=O.C(CCCCCCCCCCCCC)(=O)OC([C@@H](N)CCC(=O)[O-])=O